3-[4-[3-[[(3R,4S)-3-fluoro-4-piperidinyl]oxy]prop-1-ynyl]-3-methyl-2-oxo-benzimidazol-1-yl]piperidine-2,6-dione F[C@@H]1CNCC[C@@H]1OCC#CC1=CC=CC=2N(C(N(C21)C)=O)C2C(NC(CC2)=O)=O